2-(((2-tetradecyl)oxy)methyl)oxirane CC(CCCCCCCCCCCC)OCC1OC1